CN(C1CN(C1)C1=NC=2CC(CCC2C(=N1)N1CC(N(CC1)C(C(=C)F)=O)CC#N)N1CCCC2=CC=C(C=C12)F)C 2-(4-(2-(3-(dimethylamino)azetidin-1-yl)-7-(7-fluoro-3,4-dihydroquinolin-1(2H)-yl)-5,6,7,8-tetrahydroquinazolin-4-yl)-1-(2-fluoroacryloyl)piperazin-2-yl)acetonitrile